(5-METHYL-2-[(3-METHYLBUT-2-EN-1-YL)OXY]PHENYL)BORANEDIOL CC=1C=CC(=C(C1)B(O)O)OCC=C(C)C